FC1=C(C(=C(C(=C1C1=C(C(=C(C(=C1F)F)C1=C(C(=O)[O-])C=C(C(=C1O)O)O)F)F)F)F)F)F (nonafluorobiphenyl-4-yl)gallate